2'-bromo-5'-methoxy-6-methyl-N-(5-((tetrahydrofuran-3-yl)methoxy)-1,3,4-thiadiazol-2-yl)-(4,4'-bipyridine)-3-carboxamide BrC1=NC=C(C(=C1)C1=C(C=NC(=C1)C)C(=O)NC=1SC(=NN1)OCC1COCC1)OC